4-(3-methyl-4-methanesulfonyl-phenyl)-3-(oxetan-3-yl)-1H-pyrazolo[4,3-c]pyridine CC=1C=C(C=CC1S(=O)(=O)C)C1=NC=CC2=C1C(=NN2)C2COC2